NC1=CC=C(C(=O)N2CCC(CC2)NC(OC(C)(C)C)=O)C=C1 tert-butyl [1-(4-aminobenzoyl)piperidin-4-yl]carbamate